((2-hexyldecyl)oxy)dimethylsilane C(CCCCC)C(CO[SiH](C)C)CCCCCCCC